NC1=CC=C(C=C1)C(=CC1=CC=C(C=C1)N(C)C)C1=CC=C(N)C=C1 4-(1-(4-Aminophenyl)-2-[4-(dimethylamino)phenyl]ethenyl)aniline